N-(17-azido-3,6,9,12,15-pentaoxaheptadecyl)-4-(7,8-dimethoxy-4-oxochroman-2-yl)benzamide N(=[N+]=[N-])CCOCCOCCOCCOCCOCCNC(C1=CC=C(C=C1)C1OC2=C(C(=CC=C2C(C1)=O)OC)OC)=O